CN(C(C#CCCC)=O)C N,N-dimethyl-3-propylpropynamide